4-((4-(6-(1,5-dimethyl-6-oxo-1,6-dihydropyridin-3-yl)-1-(2-(trifluoromethoxy)ethyl)-1H-benzo[d]imidazol-2-yl)piperidin-1-yl)methyl)-2-(2,6-dioxopiperidin-3-yl)isoindoline-1,3-dione CN1C=C(C=C(C1=O)C)C=1C=CC2=C(N(C(=N2)C2CCN(CC2)CC2=C3C(N(C(C3=CC=C2)=O)C2C(NC(CC2)=O)=O)=O)CCOC(F)(F)F)C1